CN1C(C2=C(C(=C1)C1=C(C=CC(=C1)S(=O)(=O)C)OC1=C3CCC(C3=CC=C1)=O)C=CN2)=O 6-methyl-4-{5-(methylsulfonyl)-2-[(1-oxo-2,3-dihydro-1H-inden-4-yl)oxy]phenyl}-1,6-dihydro-7H-pyrrolo[2,3-c]pyridin-7-one